5-acetyl-3-(4-(3-methoxyoxetan-3-yl)phenyl)-7-methylquinoline-2-carbonitrile C(C)(=O)C1=C2C=C(C(=NC2=CC(=C1)C)C#N)C1=CC=C(C=C1)C1(COC1)OC